CN(C1=CC=NC=C1)C 4-(dimethylamino)-pyridin